1-(4-(3,4-dichlorophenyl)-5-(methylthio)thiazol-2-yl)-3-methyl-4-(2-nitrobenzyl)-1H-pyrazole-5-carboxylic acid ClC=1C=C(C=CC1Cl)C=1N=C(SC1SC)N1N=C(C(=C1C(=O)O)CC1=C(C=CC=C1)[N+](=O)[O-])C